((7-(5-(chlorodifluoromethyl)-1,2,4-oxadiazol-3-yl)-2-methylimidazo[1,2-a]pyridin-3-yl)imino)(methyl)(oxazol-4-ylmethyl)-λ6-sulfanone ClC(C1=NC(=NO1)C1=CC=2N(C=C1)C(=C(N2)C)N=S(=O)(CC=2N=COC2)C)(F)F